C(C)(C)C1=NN(C(C2=CC=3C=CSC3N12)=O)CC(=O)N[C@H]1CN(CCC1)C1(CCCC1)C 2-(12-isopropyl-9-oxo-3-thia-1,10,11-triazatricyclo[6.4.0.02,6]dodeca-2(6),4,7,11-tetraen-10-yl)-N-[(3R)-1-(1-methylcyclopentyl)-3-piperidyl]acetamide